7-isopropoxy-N-(6-methoxypyridin-2-yl)-2-(1-methyl-2-oxabicyclo[2.1.1]hex-4-yl)imidazo[1,2-a]pyridine-6-carboxamide C(C)(C)OC1=CC=2N(C=C1C(=O)NC1=NC(=CC=C1)OC)C=C(N2)C21COC(C2)(C1)C